Cl.ClCOC(=O)OCC[N+](C)(C)C 2-((1-chloromethoxy)carbonyl)oxy-N,N,N-trimethylethylammonium hydrochloride